1-(4-(3-((3-chloro-4-(morpholine-4-carbonyl)phenyl)amino)azetidin-1-yl)piperidin-1-yl)-3,3,3-trifluoro-2-hydroxy-2-phenylpropan-1-one ClC=1C=C(C=CC1C(=O)N1CCOCC1)NC1CN(C1)C1CCN(CC1)C(C(C(F)(F)F)(C1=CC=CC=C1)O)=O